7-(MORPHOLINYL)-2-(N-PIPERAZINYL)METHYLTHIENO[2,3-C]PYRIDINE N1(CCOCC1)C=1N=CC=C2C1SC(=C2)CN2CCNCC2